N-[[4-morpholino-1-[4-(trifluoromethoxy)phenyl]pyrazolo[3,4-b]pyridin-3-yl]methyl]prop-2-enamide O1CCN(CC1)C1=C2C(=NC=C1)N(N=C2CNC(C=C)=O)C2=CC=C(C=C2)OC(F)(F)F